(3R,4R)-1-Cyclopropylmethyl-4-{[3-(2,4-difluoro-phenyl)-isoxazole-5-carbonyl]-amino}-piperidine-3-carboxylic acid (1-pyridin-2-yl-cyclopropyl)-amide N1=C(C=CC=C1)C1(CC1)NC(=O)[C@@H]1CN(CC[C@H]1NC(=O)C1=CC(=NO1)C1=C(C=C(C=C1)F)F)CC1CC1